Methyl 2-(1-(3-bromo-5-chlorophenyl)-1H-pyrazol-4-yl)propanoate BrC=1C=C(C=C(C1)Cl)N1N=CC(=C1)C(C(=O)OC)C